tert-Butyl (1R,5S)-6-(((2-(2-(((benzyloxy)carbonyl)amino)ethoxy)benzyl)oxy)methyl)-3-azabicyclo[3.1.0]hexane-3-carboxylate C(C1=CC=CC=C1)OC(=O)NCCOC1=C(COCC2[C@H]3CN(C[C@@H]23)C(=O)OC(C)(C)C)C=CC=C1